3-(7-cyclopropyl-1-oxo-6-(trifluoromethyl)isoindolin-2-yl)piperidine-2,6-dione C1(CC1)C=1C(=CC=C2CN(C(C12)=O)C1C(NC(CC1)=O)=O)C(F)(F)F